C1(CC1)C1=C(C(=NO1)C1=C(C=CC=C1Cl)Cl)COC1=CC=C(C(=N1)C(F)(F)F)CO (6-((5-cyclopropyl-3-(2,6-dichlorophenyl)isoxazol-4-yl)methoxy)-2-(trifluoromethyl)pyridin-3-yl)methanol